N-(4-((2-(1,1-difluoroethyl)-6-ethylpyrimidin-4-yl)amino)-5-(3-methyl-1,2,4-thiadiazol-5-yl)pyridin-2-yl)acetamide FC(C)(F)C1=NC(=CC(=N1)NC1=CC(=NC=C1C1=NC(=NS1)C)NC(C)=O)CC